CC1N(CCNC1)C(=O)N1CCC(CC1)C1[C@@H](C1)C(=O)O (R)-2-(1-(2-methylpiperazine-1-carbonyl)piperidin-4-yl)cyclopropanecarboxylic acid